N1(CCCCC1)C(=O)ONC1=NC=C(C(=N1)C1=CN(C2=C(C=CC=C12)Br)COCC[Si](C)(C)C)C=C [4-[7-bromo-1-(2-trimethylsilylethoxymethyl)indol-3-yl]-5-vinyl-pyrimidin-2-yl]amino piperidine-1-carboxylate